ClC=1N=C(C2=C(N1)C(=CS2)\C=C\C2=NC=CC=C2)N2[C@@H](COCC2)C (R,E)-4-(2-Chloro-7-(2-(pyridin-2-yl)ethenyl)thieno[3,2-d]pyrimidin-4-yl)-3-methylmorpholine